FC1([C@@H](CN2C(N(CC[C@@H]21)C2=NOC1=NC(=CC(=C12)C1=C(C=C(C=C1F)F)F)OC)=O)NS(=O)(=O)C1CC1)F N-{(4aR,6R)-5,5-difluoro-2-[6-methoxy-4-(2,4,6-trifluorophenyl)[1,2]oxazolo[5,4-b]pyridin-3-yl]-1-oxooctahydropyrrolo[1,2-c]pyrimidin-6-yl}cyclopropanesulfonamide